FC1=NC(=C2N=CN(C2=N1)C1OCCC1)NCCC(CO)C 2-fluoro-6-[(4-hydroxy-3-methylbutyl)amino]-9-(tetrahydrofuran-2-yl)-9H-purine